6,7-dichloro-3-(3-hydroxybenzyl)-1,3,4,9-tetrahydro-[1,2,6]thiadiazino[4,3-g]indole 2,2-dioxide ClC=1C=2C(=CNC2C2=C(C1)CN(S(N2)(=O)=O)CC2=CC(=CC=C2)O)Cl